O1CCCC12CN(CC2)CC2=CC(=NC(=C2)C(F)(F)F)N2C(C1=CC(=CC=C1C2)C2(COC2)CC2=NN=CN2C)=O 2-(4-((1-Oxa-7-azaspiro[4.4]nonan-7-yl)methyl)-6-(trifluoromethyl)pyridin-2-yl)-6-(3-((4-methyl-4H-1,2,4-triazol-3-yl)methyl)oxetan-3-yl)isoindolin-1-one